O=C1N(C(C(C1([2H])[2H])([2H])[2H])=O)[C@H](C(=O)NC([2H])([2H])C1=C(C=CC=C1)F)C (S)-2-(2,5-dioxopyrrolidin-1-yl-3,3,4,4-d4)-N-((2-fluorophenyl)methyl-d2)propanamide